[Mn](=O)(=O)([O-])[O-].[Na+].[Fe+2].[Ni+2] nickel-iron-sodium manganate